N1(N=CC=C1)C1CCN(CC1)C(=O)C1=NC2=CC=C(C=C2C(=C1)C(=O)N1CCCCC1)OCC1=CC=C(C=C1)Cl (4-(1H-pyrazol-1-yl)piperidin-1-yl)(6-((4-chlorobenzyl)oxy)-4-(piperidine-1-carbonyl)quinolin-2-yl)methanone